[Na+].[Na+].[N+](=O)([O-])C1=CC=C(C=C1)P([O-])([O-])=O p-nitrophenyl-phosphonic acid disodium salt